C(C)OC(=O)C=1OC(=CN1)C1=C(C=C(C=C1)F)F 5-(2,4-difluoro-phenyl)-oxazole-2-carboxylic acid ethyl ester